O=C1NC2(CN(C2)C(=O)OC2CC(C2)COC2=C(C(=C(C=C2)F)F)F)CC1 3-((2,3,4-trifluorophenoxy)methyl)cyclobutyl 6-oxo-2,5-diazaspiro[3.4]octane-2-carboxylate